ClC=1C=C2C(=NNC2=CC1)NCC1=C(C=C(C=C1)C1=C2C(=NC=C1)NC(=N2)C=2C=NN(C2)C)F 5-Chloro-N-(2-fluoro-4-(2-(1-methyl-1H-pyrazol-4-yl)-3H-imidazo[4,5-b]pyridin-7-yl)benzyl)-1H-indazol-3-amine